3-fluoro-5-formyl-4-hydroxy-N-(5-phenylthiazol-2-yl)benzamide FC=1C=C(C(=O)NC=2SC(=CN2)C2=CC=CC=C2)C=C(C1O)C=O